BrC1=CN=C(S1)C=1CCN(CC1)C(=O)OC(C)(C)C tert-butyl 4-(5-bromothiazol-2-yl)-3,6-dihydropyridine-1(2H)-carboxylate